tert-butyl 2,2-dimethyl-4-(3-oxobutanethioyl)piperazine-1-carboxylate CC1(N(CCN(C1)C(CC(C)=O)=S)C(=O)OC(C)(C)C)C